methyl 3-((4-(tertiary butyl)benzyl)thio)-6-chloropicolinate C(C)(C)(C)C1=CC=C(CSC=2C(=NC(=CC2)Cl)C(=O)OC)C=C1